2-[1-[4-[[2-methyl-3-oxo-1-(2-pyridyl)pyrazolo[3,4-d]pyrimidin-6-yl]amino]phenyl]-3-piperidyl]indazole-7-carboxamide CN1N(C2=NC(=NC=C2C1=O)NC1=CC=C(C=C1)N1CC(CCC1)N1N=C2C(=CC=CC2=C1)C(=O)N)C1=NC=CC=C1